[C@H]12CC(C[C@H](CC1)N2)C=2C1=C(N=C(N2)OC[C@]23CCCN3C[C@@H](C2)F)C(=C(N=C1)C1=CC(=CC2=CC=CC(=C12)F)O)F 4-(4-((1R,5S)-8-azabicyclo[3.2.1]octan-3-yl)-8-fluoro-2-(((2R,7aS)-2-fluorotetrahydro-1H-pyrrolizin-7a(5H)-yl)methoxy)pyrido[4,3-d]pyrimidin-7-yl)-5-fluoronaphthalen-2-ol